NCCCNN(C(O)=O)CCCCC(N)=O 3-amino-propylamino-4-carbamoyl-butylcarbamic acid